2-{3-[(4-methane-sulfonyl-2-methoxy-phenyl)amino]prop-1-yn-1-yl}-N-[(1R,4R)-4-(3-methoxypiperidin-1-yl)cyclohexyl]-1-(2,2,2-trifluoroethyl)-1H-indol-4-amine CS(=O)(=O)C1=CC(=C(C=C1)NCC#CC=1N(C=2C=CC=C(C2C1)NC1CCC(CC1)N1CC(CCC1)OC)CC(F)(F)F)OC